N1CCCCC2=C1C=CC=C2 TETRAHYDRO-1H-BENZAZEPINE